NC1=C2C(=NC=N1)N(N=C2C2=CC=C(C=C2)OC2=CC=CC=C2)C2CCN(CC2)C2CN(CC2)CC2CCN(CC2)C=2C=C1CN(C(C1=CC2)=O)C2C(NC(CC2)=O)=O 3-(5-(4-((3-(4-(4-amino-3-(4-phenoxyphenyl)-1H-pyrazolo[3,4-d]pyrimidin-1-yl)piperidin-1-yl)pyrrolidin-1-yl)methyl)piperidin-1-yl)-1-oxoisoindolin-2-yl)piperidine-2,6-dione